ClCC(=O)N1C[C@@H]([C@@H](C1)OC1=NC(=CC2=C1C=CN2CC(C)C)NC=2SC(=CN2)C)F 2-Chloro-1-((3S,4R)-3-fluoro-4-((1-isobutyl-6-((5-methylthiazol-2-yl)amino)-1H-pyrrolo[3,2-c]pyridin-4-yl)oxy)pyrrolidin-1-yl)ethan-1-one